6-chloro-2,8-dimethylimidazo[1,2-b]Pyridazine ClC=1C=C(C=2N(N1)C=C(N2)C)C